N1C=CC2=C(C=CC=C12)OC(CC)=O.OCCCC[N+]1=CN=C(C=C1)CCO 1-(4-hydroxybutyl)-4-(2-hydroxyethyl)pyrimidinium 1H-indol-4-yl-propionate